C(C1=CC=CC=C1)N1C=C(C2=CC=CC(=C12)C)C 1-benzyl-3,7-dimethyl-indole